Tert-butyl-N-[(1S)-1-[[(1S)-2-[(3S)-3-[[(7-bromo-2-quinolyl)-methyl-amino]carbamoyl]hexahydropyridazin-1-yl]-1-methyl-2-oxo-ethyl]carbamoyl]-2-methyl-propyl]carbamate C(C)(C)(C)OC(N[C@@H](C(C)C)C(N[C@H](C(=O)N1N[C@@H](CCC1)C(NN(C)C1=NC2=CC(=CC=C2C=C1)Br)=O)C)=O)=O